COC(=O)C=1C=C(C=C(C1)O)C1=CC(=CC(=C1)Cl)Cl 3',5'-dichloro-5-hydroxy-[1,1'-biphenyl]-3-carboxylic acid methyl ester